C[Si](C1=CC=C(C=C1)C1=CC=C(C=C1)[N+](=O)[O-])(C)C 4-trimethylsilyl-4'-nitro-1,1'-biphenyl